calcium β-ketopentanoate salt O=C(CC(=O)[O-])CC.[Ca+2].O=C(CC(=O)[O-])CC